(2s,3s)-3-[[6-cyclopropyl-5-fluoro-2-(5-fluoro-1H-pyrazolo[3,4-b]pyridin-3-yl)pyrimidin-4-yl]amino]bicyclo[2.2.2]octane-2-carboxylic acid C1(CC1)C1=C(C(=NC(=N1)C1=NNC2=NC=C(C=C21)F)N[C@@H]2[C@H](C1CCC2CC1)C(=O)O)F